4-methyl-3,4-dihydro-1H-thieno[3,2-e][1,4]diazepine-2,5-dione CN1CC(NC2=C(C1=O)SC=C2)=O